ClC1=C(C=C(C(=C1)C(N[C@H]1[C@H](N(CC1)C([2H])([2H])C1=C(C(=C(C(=C1[2H])[2H])[2H])[2H])[2H])C)=O)OC([2H])([2H])[2H])N(C(OC(C)(C)C)=O)C([2H])([2H])[2H] tert-butyl (2-chloro-5-(methoxy-d3)-4-(((2R,3R)-2-methyl-1-((phenyl-d5)methyl-d2)pyrrolidin-3-yl)carbamoyl)phenyl)(methyl-d3)carbamate